NC1=NC2=C(C3=CN=CC=C13)C=C(C=C2)C(=O)N([C@H]2CCC1=NC(=CC=C12)C(F)(F)F)CC1CC1 (S)-5-amino-N-(cyclopropylmethyl)-N-(2-(trifluoromethyl)-6,7-dihydro-5H-cyclopenta[b]pyridin-5-yl)benzo[c][2,6]naphthyridin-9-carboxamide